ClC1=C(C=C(C(=C1)OC)C)C1(CCCC1)C(F)(F)F 1-chloro-5-methoxy-4-methyl-2-[1-(trifluoromethyl)cyclopentyl]benzene